CCCCCCCC(CCC(CCCCCC)O)O heptadecane-11,8-diol